4-(3-triethoxysilylhexyloxy)cinnamic acid methyl ester COC(C=CC1=CC=C(C=C1)OCCC(CCC)[Si](OCC)(OCC)OCC)=O